3-[(4-chloro-2-hydroxybenzyl)amino]pyridine ClC1=CC(=C(CNC=2C=NC=CC2)C=C1)O